C(C1=CC=CC=C1)NC1=C(C(=C2N(C(CNS2(=O)=O)C(=O)OC)C1=O)C1=CC(=CC=C1)C(F)(F)F)CC1=CC=CC2=CC=CC=C12 methyl 7-(benzylamino)-8-(naphthalen-1-ylmethyl)-6-oxo-9-(3-(trifluoromethyl)phenyl)-3,4-dihydro-2H,6H-pyrido[1,2-e][1,2,5]thiadiazine-4-carboxylate-1,1-dioxide